BrC=1SC(=CC1C(=O)N[C@H](C(=O)NC=1C(N(C=CC1)CC(=O)NC1C2CC3CC(CC1C3)C2)=O)CCC(C(=O)NCC)=O)Br (S)-2-(2,5-Dibromothiophen-3-carboxamido)-N6-ethyl-N1-(1-(2-(2-adamantylamino)-2-oxoethyl)-2-oxo-1,2-dihydropyridin-3-yl)-5-oxohexanediamid